6-methyl-1,4-dimethoxynaphthalene CC=1C=C2C(=CC=C(C2=CC1)OC)OC